2-{[2-(1H-indol-2-yl)ethyl]amino}acetic acid N1C(=CC2=CC=CC=C12)CCNCC(=O)O